C(O)C1=C(O)C=CC=C1O methylolresorcinol